13,19-dichloro-5-fluoro-14-methoxy-16,16-dioxo-9-oxa-16λ6-thia-4,17-diazatetracyclo[16.3.1.111,15.02,7]tricosa-1(21),2(7),3,5,11,13,15(23),18(22),19-nonaen-10-one ClC=1C=C2C(OCC=3C=C(N=CC3C3=CC=C(C(NS(C(C1OC)=C2)(=O)=O)=C3)Cl)F)=O